(1-methylpiperidin-4-yl)methanone hydrobromide Br.CN1CCC(CC1)C=O